BrC1=C2C=CC(C2=C(C=C1)F)(F)F 4-bromo-1,1,7-trifluoro-1H-indene